Methyl 2-(4-(hydroxymethyl-d2)phenyl)acetate OC(C1=CC=C(C=C1)CC(=O)OC)([2H])[2H]